CC(CCC(CO)(CO)C)(C)C 2-(3,3-dimethylbutyl)-2-methylpropane-1,3-diol